ClC=1C(=C(C=CC1C#N)N1CCC(CC1)C(=O)NC1=NC=C(C=C1)OC1CCN(CC1)CC1CCN(CC1)C1=C(C=C(C=C1)NC1C(NC(CC1)=O)=O)F)F 1-(3-chloro-4-cyano-2-fluorophenyl)-N-(5-((1-((1-(4-((2,6-dioxopiperidin-3-yl)amino)-2-fluorophenyl)piperidin-4-yl)methyl)piperidin-4-yl)oxy)pyridin-2-yl)piperidine-4-carboxamide